3-{4-[7-(2,8-Dimethylimidazo[1,2-b]pyridazin-6-yl)-5-fluorocinnolin-3-yl]piperidin-1-yl}-N,N-dimethylpropan-1-amin CC=1N=C2N(N=C(C=C2C)C2=CC(=C3C=C(N=NC3=C2)C2CCN(CC2)CCCN(C)C)F)C1